[Cl-].C(CCC)[Ti+](CCCC)CCCC tri-n-butyltitanium chloride